FC1=CC(=C(C=C1)OC)OCCF 4-fluoro-2-(2-fluoroethoxy)-1-methoxybenzene